N1(CCNCC1)C(=O)OC=1C(=NC(=CC1)NC=1N=CC2=C(N1)N(C(=C2)C(NC2=CC=CC=C2)=O)C2CCCC2)C(C)(C)C (tert-butyl 6-((6-phenylcarbamoyl-7-cyclopentyl-7H-pyrrolo[2,3-d]pyrimidin-2-yl) amino) pyridin-3-yl) piperazine-1-carboxylate